methyl 4-[[3-ethoxy-5-[2-methoxy-4-(trifluoromethoxy)phenoxy]-2-(trifluoromethyl)pyridine-4-carbonyl]amino]-5-methyl-pyridine-2-carboxylate C(C)OC=1C(=NC=C(C1C(=O)NC1=CC(=NC=C1C)C(=O)OC)OC1=C(C=C(C=C1)OC(F)(F)F)OC)C(F)(F)F